OCC1(CCC1)NC=1C2=C(N=C(N1)N1CCC(CC1)CN1CCC(CC1)C=1C=C3CN(C(C3=CC1)=O)C1C(NC(CC1)=O)=O)CC[S@]2=O 3-(5-(1-((1-((R)-4-((1-(hydroxymethyl)cyclobutyl)amino)-5-oxido-6,7-dihydro-thieno[3,2-d]pyrimidin-2-yl)piperidin-4-yl)methyl)piperidin-4-yl)-1-oxoisoindolin-2-yl)-piperidine-2,6-dione